methylsulfonylbenzylserine CS(=O)(=O)N([C@@H](CO)C(=O)O)CC1=CC=CC=C1